N-methyl-nitrone (3S)-methyl-3-(4-hydroxy-phenyl)-hex-4-ynoate COC(C[C@H](C#CC)C1=CC=C(C=C1)O)=O.C[N+](=C)[O-]